1-benzoyl-1-acetylnonane C(C1=CC=CC=C1)(=O)C(CCCCCCCC)C(C)=O